(±)-Ethyl (1S,2R,SR)-2-hydroxybicyclo[3.1.0]hexane-6-carboxylate O[C@H]1[C@@H]2[C@@H]([C@H]2CC1)C(=O)OCC |&1:3,4|